2-[2-[(E)-3-(4-Tert-butylphenyl)prop-2-enoyl]-5-(3-methylbut-2-enoxy)phenoxy]propanoic acid C(C)(C)(C)C1=CC=C(C=C1)/C=C/C(=O)C1=C(OC(C(=O)O)C)C=C(C=C1)OCC=C(C)C